C(=O)(OC(C)(C)C)N1CCC1 1-Boc-azetidin